6-methoxy-4-phenoxy-2-(4-pyridyl)-5-trifluoromethyl-pyrimidine COC1=C(C(=NC(=N1)C1=CC=NC=C1)OC1=CC=CC=C1)C(F)(F)F